C[Si](CCOCN1N=C(C2=C1CCC2)C(=O)O)(C)C 1-((2-(trimethylsilyl)ethoxy)methyl)-1,4,5,6-tetrahydrocyclopenta-pyrazole-3-carboxylic acid